CC=1N(C(=CN1)C(=O)O)NS(=O)(=O)C 2-methyl-1-(methylsulfonamido)-1H-imidazole-5-carboxylic acid